ClC1=C(C=CC=C1N(C1=CC=CC=C1)C1=CC(=CC=C1)N(C1=CC=CC=C1)C1=CC=CC=C1)N 2-chloro-N3-(3-(diphenylamino)phenyl)-N3-phenyl-benzene-1,3-diamine